C(C)[C@]1(C(OCC=2C(N3CC=4C(=NC=5C=C(C(=C6C5C4[C@H](CC6)NC([C@H](CO)C)=O)C)F)C3=CC21)=O)=O)O (S)-N-((1S,9S)-9-ethyl-5-fluoro-9-hydroxy-4-methyl-10,13-dioxo-2,3,9,10,13,15-hexahydro-1H,12H-benzo[de]pyrano[3',4':6,7]indolizino[1,2-b]quinolin-1-yl)-3-hydroxy-2-methylpropanamide